FC=1C=C(CC2=CC(=NC=C2)N2N=C(C=C2C)C(=O)N)C=C(C1)C(F)(F)F 1-(4-(3-fluoro-5-(trifluoromethyl)benzyl)pyridin-2-yl)-5-methyl-1H-pyrazole-3-carboxamide